((3-(pyrrolidin-1-yl)propanoyl) azanediyl)bis(hexane-6,1-diyl) bis(2-hexyldecanoate) C(CCCCC)C(C(=O)OCCCCCCN(CCCCCCOC(C(CCCCCCCC)CCCCCC)=O)C(CCN1CCCC1)=O)CCCCCCCC